CC1=NOC(=C1C1=CC=C(C=C1)NC([C@H](C1CCC(CC1)C)NC(OC(C)(C)C)=O)=O)C tert-butyl ((S)-2-((4-(3,5-dimethylisoxazol-4-yl)phenyl)amino)-1-((1r,4S)-4-methylcyclohexyl)-2-oxoethyl)carbamate